[Si](C1=CC=CC=C1)(C1=CC=CC=C1)(C(C)(C)C)O[C@@H]1C[C@H](C1)N1C2=NC(=NC=C2NC1=O)Cl (trans-3-((tert-butyldiphenylsilyl)oxy)cyclobutyl)-2-chloro-7,9-dihydro-8H-purin-8-one